(2S)-2-[(2S)-3-(3,5-difluorophenyl)-2-acetamidopropanamido]-5,5-dimethylhexanoic acid FC=1C=C(C=C(C1)F)C[C@@H](C(=O)N[C@H](C(=O)O)CCC(C)(C)C)NC(C)=O